FC=1C=C(C=CC1F)C1=CC(=CC=C1)N1C(C2=CC(=CC=C2C1)C=1N=NNC1CO)=O 3',4'-difluoro-3-(6-(5-(hydroxymethyl)-1H-1,2,3-triazol-4-yl)-1-oxoisoindolin-2-yl)biphenyl